6-(4-methoxycyclohex-1-en-1-yl)-2-(1-methyl-1H-imidazol-5-yl)pyrimidine-4-carboxylic acid methyl ester COC(=O)C1=NC(=NC(=C1)C1=CCC(CC1)OC)C1=CN=CN1C